trans-[4-(aminomethyl)cyclohexyl]-[(3S)-3-(4-chlorophenyl)isoxazolidin-2-yl]methanone hydrochloride Cl.NC[C@@H]1CC[C@H](CC1)C(=O)N1OCC[C@H]1C1=CC=C(C=C1)Cl